(6-hydroxy-2-(4-hydroxyphenyl)benzo[b]thiophen-3-yl)(4-(3-phenylpropoxy)phenyl)methanone OC=1C=CC2=C(SC(=C2C(=O)C2=CC=C(C=C2)OCCCC2=CC=CC=C2)C2=CC=C(C=C2)O)C1